CC=1N=C2N(N=CC=C2CC(=O)OC)C1 methyl 2-(2-methylimidazo[1,2-b]pyridazin-8-yl)acetate